ClC1=C(C=CC=C1)CC(=O)NC1=CC(=C(C=C1)N1C=NC(=C1)C)S(NCC1=C(C=C(C=C1)OC)OC)(=O)=O 2-(2-Chlorophenyl)-N-{3-[(2,4-dimethoxybenzyl)sulfamoyl]-4-(4-methyl-1H-imidazol-1-yl)phenyl}acetamide